Methyl 5-methoxy-6-(3-methylimidazo[4,5-c]pyridin-7-yl)-3-[4-(4-piperidyloxy)anilino]pyrazine-2-carboxylate COC=1N=C(C(=NC1C=1C2=C(C=NC1)N(C=N2)C)C(=O)OC)NC2=CC=C(C=C2)OC2CCNCC2